(R)-3-(4-((R)-1-ethoxy-2,2,2-trifluoroethyl)-3-((5-fluoropyrimidin-2-yl)amino)phenyl)-4-methoxybutanoic acid C(C)O[C@@H](C(F)(F)F)C1=C(C=C(C=C1)[C@@H](CC(=O)O)COC)NC1=NC=C(C=N1)F